4-[6-amino-4-ethyl-5-(1H-indazol-6-yl)-3-pyridinyl]phenol NC1=C(C(=C(C=N1)C1=CC=C(C=C1)O)CC)C1=CC=C2C=NNC2=C1